Cl.C(C)N(CCNC=1C(C2=CC=CC=C2C(C1)=O)=O)CC 2-((2-(diethylamino)ethyl)amino)naphthalene-1,4-dione hydrogen chloride